NC1=NC2=CC(=CC=C2C=C1Cl)CN(C(=O)C=1C=NC(=CC1)C1CC1)C1=C2C(=NC=C1)CCS2(=O)=O N-[(2-amino-3-chloroquinolin-7-yl)methyl]-6-cyclopropyl-N-{1,1-dioxo-2H,3H-1λ6-thieno[3,2-b]pyridin-7-yl}pyridine-3-carboxamide